N-[(6-Amino-2-pyridyl)sulfonyl]-6-(3-fluoro-5-isobutoxyphenyl)-2-(3-phenylpropoxy)pyridin-3-carboxamid NC1=CC=CC(=N1)S(=O)(=O)NC(=O)C=1C(=NC(=CC1)C1=CC(=CC(=C1)OCC(C)C)F)OCCCC1=CC=CC=C1